3-(3,4-difluorophenyl)-1-(4-(4-methoxybenzoyl)piperazin-1-yl)propan-1-one FC=1C=C(C=CC1F)CCC(=O)N1CCN(CC1)C(C1=CC=C(C=C1)OC)=O